CN(C)[Sb](N(C)C)N(C)C Tris(dimethylamido)antimony(III)